CC=1NC=CC(C1)=O 2-methyl-4(1H)-pyridinone